4-[1-(2H-spiro[benzofuran-3,1'-cyclopropane]-7-yl)ethyl]-1H-imidazole C12(CC1)COC1=C2C=CC=C1C(C)C=1N=CNC1